IC1=C2C(C(=[N+](C2=CC(=C1)I)CCCCS(=O)(=O)O)C)(C)C 4,6-diiodo-2,3,3-trimethyl-1-(4-sulfobutyl)-3H-indol-1-ium